tert-butyl 5-amino-4-(7-(((1R,4R)-4-((tert-butyldimethylsilyl)oxy)cyclohexyl)oxy)-6-((((4-(3,4-difluorophenoxy)phenyl) carbamoyl)oxy)methyl)-1-oxoisoindolin-2-yl)-5-oxopentanoate NC(C(CCC(=O)OC(C)(C)C)N1C(C2=C(C(=CC=C2C1)COC(NC1=CC=C(C=C1)OC1=CC(=C(C=C1)F)F)=O)OC1CCC(CC1)O[Si](C)(C)C(C)(C)C)=O)=O